2-fluoro-6-[(4-chloro-3-hydroxybenzyl)amino]-9-(tetrahydro-2H-pyran-2-yl)-9H-purine FC1=NC(=C2N=CN(C2=N1)C1OCCCC1)NCC1=CC(=C(C=C1)Cl)O